5-(1-methyl-1H-pyrazol-4-yl)pyridin-2-amine CN1N=CC(=C1)C=1C=CC(=NC1)N